sec-butyl acrylate (sec-butyl acrylate) C(C)(CC)C(C(=O)O)=C.C(C=C)(=O)OC(C)CC